C(C)OC(C(C)(C)OC1=C(C=C(C=C1C)CN1N=CN(C1=O)C1=CC(=C(C=C1)C(F)(F)F)Cl)C)=O 2-(4-((4-(3-chloro-4-(trifluoromethyl)phenyl)-5-oxo-4,5-dihydro-1H-1,2,4-triazol-1-yl)methyl)-2,6-dimethylphenoxy)-2-methylpropanoic acid ethyl ester